N-[2-chloro-4-(4,4,5,5-tetramethyl-1,3,2-dioxaborolan-2-yl)phenyl]-N-(2,2-difluoroethyl)acetamide ClC1=C(C=CC(=C1)B1OC(C(O1)(C)C)(C)C)N(C(C)=O)CC(F)F